ClC1=C(C=CC(=C1)C1=NNC2=NC=C(C=C21)C2=CC1=C(CCN(CC1)C1CCCC1)C=C2)C(C)(C)O 2-{2-Chloro-4-[5-(3-cyclopentyl-2,3,4,5-tetrahydro-1H-3-benzazepin-7-yl)-1H-pyrazolo[3,4-b]pyridin-3-yl]phenyl}propan-2-ol